5-(4-{[(10Z,12Z,15Z)-1-oxooctadeca-9,12,15-trienyl] oxy} butyl)-14-methyl-7-oxo-6-oxa-8,11,14-triazapentadec-1-yl (10Z,12Z,15Z)-octadeca-9,12,15-trienoate C(CCCCCCC\C=C/C\C=C/C\C=C/CC)(=O)OCCCCC(OC(NCCNCCN(C)C)=O)CCCCOC(CCCCCCC\C=C/C\C=C/C\C=C/CC)=O